Cl.N1CCC(CC1)OC1CCN(CC1)C(=O)C=1C=C(C=CC1)N1C(NC(CC1)=O)=O 1-(3-(4-(piperidin-4-yloxy)piperidine-1-carbonyl)phenyl)dihydropyrimidine-2,4(1H,3H)-dione hydrochloride